5-(benzyloxy)-4-cyano-2-methylbenzofuran-3-carboxylic acid C(C1=CC=CC=C1)OC=1C=CC2=C(C(=C(O2)C)C(=O)O)C1C#N